3-(chloromethyl)-2,4,6-trimethylbenzaldehyde ClCC=1C(=C(C=O)C(=CC1C)C)C